(1s,3s)-3-(thiazolo[5,4-c]pyridin-7-yl)cyclobutyl ((2-(2,6-dioxopiperidin-3-yl)-4-fluoro-3-oxoisoindolin-5-yl)methyl)carbamate O=C1NC(CC[C@@H]1N1CC2=CC=C(C(=C2C1=O)F)CNC(OC1CC(C1)C=1C2=C(C=NC1)SC=N2)=O)=O